tert-butyl (3S,4R)-4-[4-[4-[2-(5-fluoro-2-pyridyl)-2-hydroxy-ethoxy]-3-(trifluoro-methyl)pyrazolo[1,5-a]pyridine-6-yl]-5-methyl-triazol-1-yl]-3-hydroxy-piperidine-1-carboxylate FC=1C=CC(=NC1)C(COC=1C=2N(C=C(C1)C=1N=NN(C1C)[C@H]1[C@H](CN(CC1)C(=O)OC(C)(C)C)O)N=CC2C(F)(F)F)O